chloro-5'-[2-fluoro-6-(2H-tetrazol-5-yl)phenoxy]-1'H-spiro[cyclohexane-1,4'-quinazoline]-2'(3'H)-one ClN1C(NC2(C3=C(C=CC=C13)OC1=C(C=CC=C1C=1N=NNN1)F)CCCCC2)=O